2-(4-tert-butyl-5-chloro-2-methyl-phenyl)-5-hydroxy-1H-1,6-naphthyridin-4-one C(C)(C)(C)C1=CC(=C(C=C1Cl)C=1NC2=CC=NC(=C2C(C1)=O)O)C